(5S)-2-{[3-chloro-5-(trifluoromethyl)pyridin-2-yl]methyl}-5-{[(3S)-3-fluoropyrrolidin-1-yl]carbonyl}-6,7-dihydro[1,2,4]triazolo[4,3-a]pyridine-3,8(2H,5H)-dione ClC=1C(=NC=C(C1)C(F)(F)F)CN1N=C2N([C@@H](CCC2=O)C(=O)N2C[C@H](CC2)F)C1=O